C(C=C)OC1=C(C=C(C(=C1)Cl)Cl)C(NS(=O)C(C)(C)C)C1CCNCC1 N-((2-(prop-2-en-1-yloxy)-4,5-dichlorophenyl)(piperidin-4-yl)methyl)-2-methylpropane-2-sulfinamide